(S)-3-(1-hydroxy-propan-2-yl)-6-(2-methylthiazol-4-yl)-8-(pyridin-3-yl)pyrido[3,4-d]pyrimidin-4(3H)-one OC[C@H](C)N1C=NC2=C(C1=O)C=C(N=C2C=2C=NC=CC2)C=2N=C(SC2)C